C1(=CC=CC=C1)CCOC(CCC)=O.C1(=CC=CC=C1)C(C=O)=CC=1OC=CC1 Phenyl-3-(2-furyl)prop-2-enal Phenylethyl-butyrate